3-chloro-1-methyl-N-(tetrahydro-2H-pyran-4-yl)-1H-pyrazolo[4,3-c]pyridin-6-amine ClC1=NN(C2=C1C=NC(=C2)NC2CCOCC2)C